3-azido-5,6α-epoxycholestane N(=[N+]=[N-])C1CC23[C@H](C[C@H]4[C@@H]5CC[C@H]([C@@H](CCCC(C)C)C)[C@]5(CC[C@@H]4[C@]2(CC1)C)C)O3